ClC=1C(=C(C=CC1)C1(CN(C(C2=CN=C(C(=C12)F)N[C@H]1CNCC1)=O)C1=NC=CC=C1F)C)F 4-(3-chloro-2-fluorophenyl)-5-fluoro-2-(3-fluoropyridin-2-yl)-4-methyl-6-{[(3R)-pyrrolidin-3-yl]amino}-3,4-dihydro-2,7-naphthyridin-1(2H)-one